NC1CC2(C1)OC(N(C2)C2=NC1=C(OCC(N1)=O)N=C2)=O 6-(2-amino-6-oxo-5-oxa-7-azaspiro[3.4]octan-7-yl)-4H-pyrazino[2,3-b][1,4]oxazin-3-one